[C@H]12CC(C[C@H](CC1)N2)CNC=2C=C(C=CC2C(F)(F)F)C2=NNC(O2)=O 5-[3-({[(1R,3s,5S)-8-azabicyclo[3.2.1]oct-3-yl]methyl}amino)-4-(trifluoromethyl)phenyl]-1,3,4-oxadiazol-2(3H)-one